FC1=C(C=CC=C1N)C1=C(C=CC=C1)C 2-fluoro-2'-methyl-[1,1'-biphenyl]-3-amine